aluminum methylbutylphosphinate salt CP([O-])(=O)CCCC.[Al+3].CP([O-])(=O)CCCC.CP([O-])(=O)CCCC